(±)-methyl trans-2-(1,3,4-thiadiazol-2-yl)cyclopropane-1-carboxylate S1C(=NN=C1)[C@H]1[C@@H](C1)C(=O)OC |r|